7-methyl-4-(2-trifluoromethyl-benzyl)-2,4,6,7-tetrahydro-pyrazolo[4,3-d]Pyrimidin-5-one CC1C=2C(N(C(N1)=O)CC1=C(C=CC=C1)C(F)(F)F)=CNN2